BrC=1C(=NC=C(N1)Cl)N (3-bromo-5-chloro-pyrazin-2-yl)amine